rac-1-(tert-butyl) 4-ethyl 4-((5-fluoropyridin-3-yl)methyl)piperidine-1,4-dicarboxylate FC=1C=C(C=NC1)CC1(CCN(CC1)C(=O)OC(C)(C)C)C(=O)OCC